C(C1=CC=CC=C1)OC1=C(C(=CC(=C1)O)O)C(=O)N1CC2=CC=C(C=C2C1)CN1CCNCC1 (2-(benzyloxy)-4,6-dihydroxyphenyl)(5-(piperazin-1-ylmethyl)isoindolin-2-yl)methanone